CC1=NC=CC(=C1)C=1C=2N(C(=NC1C1=CC=CC=C1)N)C=C(N2)C2=CC=CC=C2 8-(2-methylpyridin-4-yl)-2,7-diphenylimidazo[1,2-c]pyrimidin-5-amine